1-methyl-3-methylene-8-(1-methylethyl)-tricyclo[4.4.0.02,7]decane CC12C3C(CCC2C3C(CC1)C(C)C)=C